2-(4-(2-amino-5-chloro-6-methylpyrimidin-4-yl)-1-methyl-10-oxo-1,4,9-triaza-spiro[5.6]dodecan-9-yl)acetic acid NC1=NC(=C(C(=N1)N1CCN(C2(C1)CCN(C(CC2)=O)CC(=O)O)C)Cl)C